NC1=CC=C(C=C1)C1=CC=C(C=C1)C=1N=NN(C1)C=1C=C2C=C(C(OC2=CC1OC)=O)C(=O)O 6-(4-(4'-Amino-[1,1'-biphenyl]-4-yl)-1H-1,2,3-triazol-1-yl)-7-methoxy-2-oxo-2H-chromene-3-carboxylic acid